C(CCC)C1=CC=C(C(=O)O)C=C1.C(#N)C1=CC=CC=C1 4-Cyanobenzene 4-butylbenzoate